1-(trans-3-(aminomethyl)cyclobutyl)-3-cyclopropyl-N-(tetrahydro-2H-pyran-4-yl)-1H-pyrazol-4-amine NC[C@@H]1C[C@H](C1)N1N=C(C(=C1)NC1CCOCC1)C1CC1